Cl.Cl.COC=1C=C2C(=NC1)NC=C2CCN2CCCCC2 5-methoxy-3-(2-(piperidin-1-yl)ethyl)-1H-pyrrolo[2,3-b]pyridine dihydrochloride